O1CN(CC=C1)S(=O)(N)=N 1,3-oxazine-3-sulfonimidamide